N-methyl-3-oxo-1-(o-tolyl)isoindoline-5-carboxamide CNC(=O)C=1C=C2C(NC(C2=CC1)C1=C(C=CC=C1)C)=O